O1COC2=C1C=CC(=C2)NC2=NC(=NC1=C(C=CC=C21)C)CN2C[C@H]1C=3N(C[C@@H](C2)C1)C(C=CC3)=O (1S,5R)-3-((4-(benzo[d][1,3]dioxol-5-ylamino)-8-methylquinazolin-2-yl)methyl)-1,2,3,4,5,6-hexahydro-8H-1,5-methanopyrido[1,2-a][1,5]diazocin-8-one